1-(tert-butyl)-5-((2-(2-methoxyethoxy)pyridin-4-yl)amino)-3-(4-(methylamino)phenyl)-1H-pyrazole-4-carboxamide C(C)(C)(C)N1N=C(C(=C1NC1=CC(=NC=C1)OCCOC)C(=O)N)C1=CC=C(C=C1)NC